tert-Butyl 3-[4-(3-chloro-2-fluoro-anilino)quinazolin-6-yl]azetidine-1-carboxylate ClC=1C(=C(NC2=NC=NC3=CC=C(C=C23)C2CN(C2)C(=O)OC(C)(C)C)C=CC1)F